2-Chloro-5-(trifluoromethyl)-4-pyridinamine ClC1=NC=C(C(=C1)N)C(F)(F)F